FC(C=1C=C(C=C(C1)C(F)(F)F)NC(=O)N[C@@H]1CN(C[C@H]1C1=C(C=C(C=C1)F)C)C(=O)OC(C)(C)C)(F)F tert-butyl (3S,4R)-3-({[3,5-bis(trifluoromethyl)phenyl]carbamoyl}amino)-4-(4-fluoro-2-methylphenyl)pyrrolidine-1-carboxylate